bis(2-chloroethyl)-cyclopentylamine ClCCN(C1CCCC1)CCCl